O1C(C1)COC=1C=CC=2C3(C4=CC=C(C=C4OC2C1)OCC1OC1)C1=CC=CC=C1C=1C=CC=CC13 3',6'-bis(2-oxiranylmethoxy)spiro[9H-fluorene-9,9'-[9H]xanthene]